2-(2-azidopropan-2-yl)-5-bromo-7-chlorobenzofuran N(=[N+]=[N-])C(C)(C)C=1OC2=C(C1)C=C(C=C2Cl)Br